2-Methyl-6-{2-[methyl-(2,2,6,6-tetramethylpiperidin-4-yl)amino]-1,3-benzothiazol-6-yl}imidazo[1,2-a]pyridin-8-carbonitril-Hydrochlorid Cl.CC=1N=C2N(C=C(C=C2C#N)C2=CC3=C(N=C(S3)N(C3CC(NC(C3)(C)C)(C)C)C)C=C2)C1